ClC=1C=C(N)C=C(C1)OC(F)(F)F 3-chloro-5-(trifluoromethoxy)aniline